SC(C1(CCN(CC1)C)O)C1=NC(=C(N=C1C)C)C 4-(mercapto(3,5,6-trimethylpyrazin-2-yl)methyl)-1-methylpiperidin-4-ol